(3R,4S,5S,6R)-2-fluoro-6-(hydroxymethyl)tetrahydro-2H-pyran-3,4,5-triol FC1O[C@@H]([C@H]([C@@H]([C@H]1O)O)O)CO